BrC=1C(C2=CC(=CC=C2C1C1=C(N=CS1)C)OCCCC1=CC=NC=C1)=O 2-bromo-3-(4-methylthiazol-5-yl)-6-(3-(pyridin-4-yl)propoxy)-1H-inden-1-one